C1(CC1)C1=CC=C(C=C1)C1(COC1)N1N=CC2=C(C=CC=C12)C#CC 1-(3-(4-cyclopropylphenyl)oxetan-3-yl)-4-(propane-1-yn-1-yl)-1H-indazole